1-(3-(4-Methoxyphenyl)-1,2,4-oxadiazol-5-yl)-N-((1-(Oxetan-3-yl)pyrrolidin-3-yl)methyl)piperidin-4-carboxamid COC1=CC=C(C=C1)C1=NOC(=N1)N1CCC(CC1)C(=O)NCC1CN(CC1)C1COC1